FC(C1=CC=C(C=C1)CNC(C)=O)(F)F N-[[4-(trifluoromethyl)phenyl]-methyl]acetamid